CCCC(CCCC)OC(C(=C)CC(=O)[O-])=O 4-octyl-itaconate